spiro[azepane-4,3'-pyrrolo[2,3-b]pyridine] N1=CC2(C=3C1=NC=CC3)CCNCCC2